BrCC1=CC(=C(C=C1)C=1N(C=C(N1)C(F)(F)F)C)F 2-(4-(bromomethyl)-2-fluorophenyl)-1-methyl-4-(trifluoromethyl)-1H-imidazole